bis(3,4,6-trichloro-2-{[(2-methylphenyl)methoxy] carbonyl} phenyl)oxalate ClC=1C(=C(C(=CC1Cl)Cl)OC(C(=O)OC1=C(C(=C(C=C1Cl)Cl)Cl)C(=O)OCC1=C(C=CC=C1)C)=O)C(=O)OCC1=C(C=CC=C1)C